COC1=CC=C(C=C1)C1=NC=NC=N1 (4-Methoxyphenyl)-(1,3,5)-triazine